3-(2-amino-9-(4-aminobenzyl)-9H-purin-6-yl)-2-fluorobenzonitrile NC1=NC(=C2N=CN(C2=N1)CC1=CC=C(C=C1)N)C=1C(=C(C#N)C=CC1)F